N-(4,4-Dimethyl-pentyl)-2-(1,1-dimethyl-propyl)-4-methyl-6-morpholin-4-yl-pyridine-3-carboxylic acid amide CC(CCCNC(=O)C=1C(=NC(=CC1C)N1CCOCC1)C(CC)(C)C)(C)C